N-(4-cyclopropylbenzo[d]thiazol-2-yl)-2,6-difluorobenzamide C1(CC1)C1=CC=CC2=C1N=C(S2)NC(C2=C(C=CC=C2F)F)=O